tert-butyl 4-(3-methoxy-5-((3-methylpyrazin-2-yl)methyl)-6-oxo-5,6-dihydropyrido[2,3-b]pyrazin-7-yl)piperidine-1-carboxylate COC1=CN=C2C(=N1)N(C(C(=C2)C2CCN(CC2)C(=O)OC(C)(C)C)=O)CC2=NC=CN=C2C